BrC=1C=CC(=NC1)NC(=O)NC=1C=C(C=CC1)C 1-(5-bromopyridin-2-yl)-3-(m-tolyl)urea